OC1=C(C(=O)C2=CC=C(C=C2)OC(C2=CC=CC=C2)=O)C=CC=C1 2-hydroxy-4'-benzoyloxy-benzophenone